ClC1=C(C=CC(=C1)C(F)(F)F)NC(CN1C=2N(C(C(=C1CC)N1CCN(CC1)C(=O)C1=NC=NC(=C1O)C)=O)N=C(C2F)C2=CC=CC=C2)=O N-(2-chloro-4-(trifluoromethyl)phenyl)-2-(5-ethyl-3-fluoro-6-(4-(5-hydroxy-6-methylpyrimidine-4-carbonyl)piperazin-1-yl)-7-oxo-2-phenylpyrazolo[1,5-a]pyrimidin-4(7H)-yl)acetamide